2-[(2E)-2-(aminomethyl)-3-fluoroprop-2-en-1-yl]-4-({5-[(3-aminophenyl)ethynyl]thiophen-2-yl}methyl)-2,4-dihydro-3H-1,2,4-triazol-3-one hydrochloride Cl.NC/C(/CN1N=CN(C1=O)CC=1SC(=CC1)C#CC1=CC(=CC=C1)N)=C\F